C(C)S(=O)(=O)C=1N(N=C2C=C(C=CC12)C(C#N)(C)C)C=1C=C2C(=CN1)N(N=C2)CC(C(F)(F)F)(F)F 2-[3-ethylsulfonyl-2-[1-(2,2,3,3,3-pentafluoro-propyl)pyrazolo[3,4-c]pyridin-5-yl]indazol-6-yl]-2-methyl-propanenitrile